O[C@@]1(CC[C@@H]2[C@H]3CC[C@@]4([C@H](CC[C@H]4[C@@H]3CC[C@@H]2C1)C(=O)NC1=C(N=C2N1CCCC2)C)C)C (3R,5R,8R,9R,10S,13S,14S,17S)-3-hydroxy-3,13-dimethyl-N-(2-methyl-5,6,7,8-tetrahydroimidazo[1,2-a]pyridin-3-yl)hexadecahydro-1H-cyclopenta[a]phenanthrene-17-carboxamide